N(=C=O)C1=C(C#N)C=C(C=C1)C 2-isocyanato-5-methylbenzonitrile